[B].N1C=NC=C1 imidazole Boron